(3S)-2-oxo-3-({N-[(2R)-oxolane-2-carbonyl]-L-leucyl}amino)-4-[(3S)-2-oxopiperidin-3-yl]butyl 2,4,6-trimethylpyridine-3-carboxylate CC1=NC(=CC(=C1C(=O)OCC([C@H](C[C@H]1C(NCCC1)=O)NC([C@@H](NC(=O)[C@@H]1OCCC1)CC(C)C)=O)=O)C)C